di(pentadecan-7-yl) 3,3'-(((1-(2-(diethylamino)ethyl)-1H-pyrazol-4-yl)methyl)azanediyl)dipropionate C(C)N(CCN1N=CC(=C1)CN(CCC(=O)OC(CCCCCC)CCCCCCCC)CCC(=O)OC(CCCCCC)CCCCCCCC)CC